(2-chloro-5-((1-methylpyrrolidin-3-yl)ethynyl)pyridin-4-yl)-1-oxa-8-azaspiro[4.5]decane ClC1=NC=C(C(=C1)C1OC2(CC1)CCNCC2)C#CC2CN(CC2)C